C(CCCCCCC)NC1=CC(=CC=C1)N N-octylbenzene-1,3-diamine